O=C1OC(CN1C=1N=CC=2OCC(NC2N1)=O)CCNCC1CC=2C=CC=C(C2C1)C#N 2-[[2-[2-oxo-3-(7-oxo-8H-pyrimido[5,4-b][1,4]oxazin-2-yl)-1,3-oxazolidin-5-yl]ethylamino]methyl]-2,3-dihydro-1H-indene-4-carbonitrile